1-aminocyclohexanecarboxylic acid NC1(CCCCC1)C(=O)O